C[C@H]1[C@@H](C[C@H]([C@@H](O1)O[C@H](C)CCCCC(=O)[O-])O)O The molecule is a monocarboxylic acid anion resulting from the deprotonation of the carboxy group of ascr#1. The conjugate base of ascr#1 and the major species at pH 7.3. It is a conjugate base of an ascr#1.